2-(4-chloro-8-fluoro-6-(4,4,5,5-tetramethyl-1,3,2-dioxaborolan-2-yl)quinolin-3-yl)propan-2-ol ClC1=C(C=NC2=C(C=C(C=C12)B1OC(C(O1)(C)C)(C)C)F)C(C)(C)O